2-(3-hydroxy-3-methylazetidin-1-yl)-1H-pyrrole OC1(CN(C1)C=1NC=CC1)C